4-amino-7-fluoro-N-methyl-N-((4S)-7-(methylsulfonyl)-3,4-dihydro-1H-2-benzopyran-4-yl)-1,3-dihydrofuro[3,4-c]quinoline-8-carboxamide NC1=NC=2C=C(C(=CC2C2=C1COC2)C(=O)N([C@@H]2COCC1=C2C=CC(=C1)S(=O)(=O)C)C)F